P,P'-(4-morpholinylmethylene)bisphosphonic acid N1(CCOCC1)C(P(O)(O)=O)P(O)(O)=O